C(C)(C)N=[Ta](C1C=CC=C1)(N(C)C)N(C)C isopropyliminobis(dimethylamino)cyclopentadienyl-tantalum